Bromofluorocyclopropene BrC1=C(C1)F